Methyl 2-(bromomethyl)-5-nitro-benzoate BrCC1=C(C(=O)OC)C=C(C=C1)[N+](=O)[O-]